C1(=CC=CC=C1)S(=O)(=O)N1C=CC=2C1=NC=CC2C2=CC=C(C=C2)NC(=O)[C@@H](C(C)C)NC(OC(C)(C)C)=O tert-Butyl N-[(1R)-1-[[4-[1-(benzenesulfonyl)pyrrolo[2,3-b]pyridin-4-yl]phenyl]carbamoyl]-2-methyl-propyl]carbamate